(M-TOLYL)GLYOXAL HYDRATE O.C1(=CC(=CC=C1)C(=O)C=O)C